ethyl 8-bromo-3-(hydroxymethyl)imidazo[1,2-a]pyridine-2-carboxylate BrC=1C=2N(C=CC1)C(=C(N2)C(=O)OCC)CO